B(O)(O)OB(O)O.C(CCCCC)(O)O hexanediol diborate